FC=1C=C2N(C3=CC=C(C(=C3NC2=O)F)CO)C1 2,6-difluoro-7-(hydroxymethyl)pyrrolo[1,2-a]quinoxaline-4(5H)-one